(S)-3-(cyclopropoxydifluoromethyl)-6-(6-((1,1,1-trifluoropropan-2-yl)oxy)pyridine-3-yl)-[1,2,4]triazolo[4,3-a]pyrazine C1(CC1)OC(C1=NN=C2N1C=C(N=C2)C=2C=NC(=CC2)O[C@H](C(F)(F)F)C)(F)F